2-bromo-1-(3-methoxybicyclo[1.1.1]pent-1-yl)ethan-1-one BrCC(=O)C12CC(C1)(C2)OC